C(C)C(COC(CC)=S)CCCC.CC(C)C(CCC(C(C)C)C)C 2,3,6,7-tetramethyl-octane 2-ethylhexyl-thiopropionate